1-(oxolane-3-yl)-5-(4,4,5,5-tetramethyl-1,3,2-dioxaborolan-2-yl)-1,2-dihydropyridin-2-one O1CC(CC1)N1C(C=CC(=C1)B1OC(C(O1)(C)C)(C)C)=O